2-Chloro-6,7-dimethoxy-N,N-dimethylquinazolin-4-amine ClC1=NC2=CC(=C(C=C2C(=N1)N(C)C)OC)OC